tert-butyl (3S)-3-[[5-(trifluoromethyl)-4-[6-[1-(2-trimethylsilylethoxymethyl)-1,2,4-triazol-3-yl]-1H-indol-3-yl]pyrimidin-2-yl]amino]piperidine-1-carboxylate FC(C=1C(=NC(=NC1)N[C@@H]1CN(CCC1)C(=O)OC(C)(C)C)C1=CNC2=CC(=CC=C12)C1=NN(C=N1)COCC[Si](C)(C)C)(F)F